3-fluorobenzeneamine FC=1C=C(C=CC1)N